2-(2-(3-(1-((1-cyanocyclopropyl)methyl)-1H-indazole-3-carboxamido)-4-(piperidin-1-yl)benzamido)-5-fluorophenyl)acetic acid C(#N)C1(CC1)CN1N=C(C2=CC=CC=C12)C(=O)NC=1C=C(C(=O)NC2=C(C=C(C=C2)F)CC(=O)O)C=CC1N1CCCCC1